tert-butyl (2S)-2-(((2-fluoro-4-iodopyridin-3-yl)oxy)methyl)-4-(methoxymethyl)-pyrrolidine-1-carboxylate FC1=NC=CC(=C1OC[C@H]1N(CC(C1)COC)C(=O)OC(C)(C)C)I